(4-cyano-2-(2,3,5-trichlorophenyl)oxazol-5-yl)-3-(3-(dimethylamino)propyl)urea hydrochloride Cl.C(#N)C=1N=C(OC1NC(=O)NCCCN(C)C)C1=C(C(=CC(=C1)Cl)Cl)Cl